3-(5-{[(4-carbamimidoylphenyl)methyl]amino}-1-(3-carboxybenzoyl)-1H-pyrazol-3-yl)-1-[2-(morpholin-4-yl)-2-oxoethyl]pyrrolidine-2-carboxylic acid C(N)(=N)C1=CC=C(C=C1)CNC1=CC(=NN1C(C1=CC(=CC=C1)C(=O)O)=O)C1C(N(CC1)CC(=O)N1CCOCC1)C(=O)O